C1(=CC=CC=C1)CCNC(O)=O N-(2-phenylethyl)carbamic acid